(2,4,6-trimethylphenyl)iodonium hexafluorophosphate F[P-](F)(F)(F)(F)F.CC1=C(C(=CC(=C1)C)C)[IH+]